ClC=1C=C2C(=NC(=NC2=C(C1C1=CC(=CC2=CC=CC=C12)O)F)N1CC(C1)N(C)C)N1CC2(C1)CNCC2 (R or S)-4-(6-chloro-2-(3-(dimethylamino)azetidin-1-yl)-8-fluoro-4-(2,6-diazaspiro[3.4]octan-2-yl)quinazolin-7-yl)naphthalen-2-ol